NC1=NC=C2N(C(N(C2=N1)[C@@H]1O[C@@H]([C@H]([C@H]1O)F)CO)=O)CC(C)C 2-amino-9-((2R,3S,4S,5R)-4-fluoro-3-hydroxy-5-(hydroxymethyl)tetrahydrofuran-2-yl)-7-isobutyl-7,9-dihydro-8H-purin-8-one